FC1=C(C=C(C=C1)OC=1C(=C2C=CNC2=CC1F)CS(=O)(=O)C)N1N=C(C=C1)[C@]1(COC2=C1C=CC=C2CC(=O)O)C 2-[(3S)-3-[1-[2-fluoro-5-[[6-fluoro-4-(methylsulfonylmethyl)-1H-indol-5-yl]oxy]phenyl]pyrazol-3-yl]-3-methyl-2H-benzofuran-7-yl]acetic acid